The molecule is a menaquinol whose structure comprises a 2-methylbenzohydroquinone nucleus and a side chain of ten isoprenoid units. It has a role as an electron donor. CC1=C(C2=CC=CC=C2C(=C1C/C=C(\\C)/CC/C=C(\\C)/CC/C=C(\\C)/CC/C=C(\\C)/CC/C=C(\\C)/CC/C=C(\\C)/CC/C=C(\\C)/CC/C=C(\\C)/CC/C=C(\\C)/CCC=C(C)C)O)O